1-methylpiperidin-4-yl hydrazinecarboxylate N(N)C(=O)OC1CCN(CC1)C